S1C(=NC2=C1C=CC=C2)NC=2C=C1C=CN(C1=CC2)C=2SC=C(N2)C(=O)O 2-{5-[(1,3-Benzothiazol-2-yl)amino]-1H-indol-1-yl}-1,3-thiazole-4-carboxylic acid